2-((18,18,18-trifluorooctadecyl)oxy)tetrahydro-2H-pyran FC(CCCCCCCCCCCCCCCCCOC1OCCCC1)(F)F